FC(OC1=CC=C(C=N1)C1=CN=CC(=N1)C(=O)N/N=C/C=1C(=NC=C(C1)OC)F)F (E)-6-(6-(difluoromethoxy)pyridin-3-yl)-N'-((2-fluoro-5-methoxypyridin-3-yl)methylene)pyrazine-2-carbohydrazide